SCCC[Si]1(OCCC(CNO1)CCCCCCCCCCCC)OCC 3-mercaptopropyl-(ethoxy)-1,3-dioxa-6-dodecylaza-2-silacyclooctane